tert-butyl 3-[[4-[[[2-ethyl-4-[(3-iodoimidazo[1,2-a]pyrazin-8-yl)amino]benzoyl]amino]methyl]-1-piperidyl]methyl]azetidine-1-carboxylate C(C)C1=C(C(=O)NCC2CCN(CC2)CC2CN(C2)C(=O)OC(C)(C)C)C=CC(=C1)NC=1C=2N(C=CN1)C(=CN2)I